7-METHOXY-4-((5-(PYRIDIN-2-YL)-4H-1,2,4-TRIAZOL-3-YL)METHYL)-2H-BENZO[B][1,4]THIAZIN-3(4H)-ONE COC=1C=CC2=C(SCC(N2CC2=NN=C(N2)C2=NC=CC=C2)=O)C1